FC(C(=O)O)(F)F.NCCC(O)C1=CC(=CC=C1)F 3-amino-1-(3-fluorophenyl)propan-1-ol trifluoroacetate salt